Cl.NC1=NC=C(C=C1C#N)C=1C=C2N(N1)CC[C@]21CNCC1 |r| (rac)-2-amino-5-[5',6'-dihydrospiro[pyrrolidine-3,4'-pyrrolo[1,2-b]pyrazol]-2'-yl]pyridine-3-carbonitrile-hydrochloride salt